γ-(N-ethyl)aminopropylmethyldimethoxysilane C(C)NCCC[Si](OC)(OC)C